C(C)(C)(C)OC(=O)N(C1=CN=CC(=N1)C=1N=C(C=2N(C1)C=CN2)N(C(OC(C)(C)C)=O)C2=CC=C(C=C2)N2CCN(CC2)CC2COC2)C(=O)OC(C)(C)C tert-Butyl (6-(6-(bis(tert-butoxycarbonyl)amino)pyrazin-2-yl)imidazo[1,2-a]pyrazin-8-yl)(4-(4-(oxetan-3-ylmethyl)piperazin-1-yl)phenyl)carbamate